NC[C@@]1([C@@H]2CCN(C[C@H]12)C1=CN=C2C(=N1)NN=C2C2=C(C1=C(N(C(N1C)=O)C)C=C2)Cl)C2=C(C=CC=C2)F 5-(6-((1S,6R,7R)-7-(aminomethyl)-7-(2-fluorophenyl)-3-azabicyclo[4.1.0]heptan-3-yl)-1H-pyrazolo[3,4-b]pyrazin-3-yl)-4-chloro-1,3-dimethyl-1,3-dihydro-2H-benzo[d]imidazol-2-one